C(C1C(C(=O)OCCOC(C=C)=O)CCCC1)(=O)O hydrogen 2-(acryloyloxy)ethyl hexahydrophthalate